C(#N)[C@@H]1CN(C[C@H]1C1=CC(=CC=C1)OCCCCCC#C)C(=O)OC(C)(C)C |r| rac-tert-butyl (3S,4R)-3-cyano-4-(3-(hept-6-yn-1-yloxy)phenyl)pyrrolidine-1-carboxylate